N1C(=NCC1)NC=1C=C(C(=O)NCC(=O)NCCC(=O)O)C=CC1 3-(2-(3-((4,5-dihydro-1H-imidazol-2-yl)amino)benzoylamino)acetamido)propanoic acid